N6-(2-hydroxyisobutyryl)lysine OC(C(=O)NCCCC[C@H](N)C(=O)O)(C)C